N-(1-(3-chloro-5-(2,2,2-trifluoroethoxy)phenyl)cyclopropyl)-3-(2,4-dimethylthiazol-5-yl)-3-hydroxybutanamide ClC=1C=C(C=C(C1)OCC(F)(F)F)C1(CC1)NC(CC(C)(O)C1=C(N=C(S1)C)C)=O